3-(4-((1r,4r)-4-(4-amino-3-(4-phenoxyphenyl)-1H-pyrazolo[3,4-d]pyrimidin-1-yl)cyclohexyl)piperazin-1-yl-azepin-1-yl)phthalic acid NC1=C2C(=NC=N1)N(N=C2C2=CC=C(C=C2)OC2=CC=CC=C2)C2CCC(CC2)N2CCN(CC2)C=2N(C=CC=CC2)C2=C(C(C(=O)O)=CC=C2)C(=O)O